(3S,5R)-benzyl 4-(2-((5-aminopyridin-2-yl) oxy) ethyl)-3,5-dimethylpiperazine-1-carboxylate NC=1C=CC(=NC1)OCCN1[C@H](CN(C[C@H]1C)C(=O)OCC1=CC=CC=C1)C